ClC1=C(CC2=CC(=C(C(=N2)C(CCC(=O)O)=O)O)C#N)C(=CC=C1)C(F)(F)F 4-[6-(2-Chloro-6-trifluoromethyl-benzyl)-4-cyano-3-hydroxy-pyridin-2-yl]-4-oxo-butyric acid